(R)-2-amino-5-(4-(2-(3,5-difluorophenyl)-2-hydroxyacetamido)-2-methylphenyl)nicotinic acid NC1=C(C(=O)O)C=C(C=N1)C1=C(C=C(C=C1)NC([C@H](O)C1=CC(=CC(=C1)F)F)=O)C